1-(tert-butoxycarbonyl)-4,4-difluoropyrrolidin C(C)(C)(C)OC(=O)N1CCC(C1)(F)F